C1(CCCCC1)C(=O)NC(C(=O)O)CCN(CCCCC1=NC=2NCCCC2C=C1)C1CC1 2-(cyclohexanecarbonylamino)-4-[cyclopropyl-[4-(5,6,7,8-tetrahydro-1,8-naphthyridin-2-yl)butyl]amino]butanoic acid